FC1(CCC(CC1)NC(C(C=1C=NC=C(C1)F)N(C(=O)[C@@H]1NC[C@@H](C1)O)C1=CC=C(C=C1)C1(CC1)C(F)(F)F)=O)F (2R,4R)-N-(2-((4,4-difluorocyclohexyl)amino)-1-(5-fluoropyridin-3-yl)-2-oxoethyl)-4-hydroxy-N-(4-(1-(trifluoromethyl)cyclopropyl)phenyl)pyrrolidine-2-carboxamide